BrC=1C=C2C(=C(C(NC2=C2C1C=CC=C2)=O)[N+]2=CC=CC=C2)C2=CC(=CC=C2)OC 6-bromo-4-(3-methoxyphenyl)-3-pyridin-1-ium-1-yl-1H-benzo[h]quinolin-2-one